phosphoric acid-amide P(N)(O)(O)=O